2,4-difluoro-3-(2-[2-isopropylpyrazolo[4,3-b]pyridin-6-yl]ethyl)aniline FC1=C(N)C=CC(=C1CCC1=CC=2C(N=C1)=CN(N2)C(C)C)F